tert-butyl (S)-3-((4-(3-(2,4-dioxotetrahydropyrimidin-1(2H)-yl)-7-fluoro-1-methyl-1H-indazol-6-yl)piperazin-1-yl)methyl)pyrrolidine-1-carboxylate O=C1N(CCC(N1)=O)C1=NN(C2=C(C(=CC=C12)N1CCN(CC1)C[C@H]1CN(CC1)C(=O)OC(C)(C)C)F)C